1-allyl-7-(methylsulfonyl)-1,4-dihydro-2H-pyrimido[4,5-d][1,3]oxazin-2-one C(C=C)N1C(OCC2=C1N=C(N=C2)S(=O)(=O)C)=O